C[C@H]1CN(CCN1CC#C)C(=O)[O-] (3S)-3-methyl-4-prop-2-ynyl-piperazine-1-carboxylate